1-(1H-benzoimidazol-6-yl)urea N1C=NC2=C1C=C(C=C2)NC(=O)N